1-tetradecanoyl-2-(5Z,8Z,11Z,14Z,17Z-eicosapentaenoyl)-glycero-3-phospho-(1'-sn-glycerol) CCCCCCCCCCCCCC(=O)OC[C@H](COP(=O)(O)OC[C@H](CO)O)OC(=O)CCC/C=C\C/C=C\C/C=C\C/C=C\C/C=C\CC